N1=CC=C2N1CCCN(C2)C(=O)[O-] 7,8-dihydro-4H-pyrazolo[1,5-a][1,4]diazepine-5(6H)-carboxylate